2-methoxy-5-(4-methyltetrahydro-2H-pyran-4-yl)benzenesulfonic acid COC1=C(C=C(C=C1)C1(CCOCC1)C)S(=O)(=O)O